2-(3-methylheptyl)-5-propyl-1-nonene CC(CCC(=C)CCC(CCCC)CCC)CCCC